C1NCC12CC(C2)CN2C(C(=CC=C2)C#N)=O 1-(2-azaspiro[3.3]heptan-6-ylmethyl)-2-oxo-pyridine-3-carbonitrile